(E)-4-methyl-N'-(1-(7-(trifluoromethyl)-10H-phenoxazin-2-yl)ethylidene)benzenesulfonohydrazide CC1=CC=C(C=C1)S(=O)(=O)N/N=C(\C)/C1=CC=2NC3=CC=C(C=C3OC2C=C1)C(F)(F)F